(R)-N-((R)-1-(2,5-difluorophenyl)-3-(1,3-dioxan-2-yl)propyl)-2-methylpropane-2-sulfinamide FC1=C(C=C(C=C1)F)[C@@H](CCC1OCCCO1)N[S@](=O)C(C)(C)C